(S)-2,5-dioxopyrrolidin-1-yl (2-(3-hydroxy-2-methyl-4-oxopyridin-1(4H)-yl)-3-phenylpropyl) carbonate C(ON1C(CCC1=O)=O)(OC[C@H](CC1=CC=CC=C1)N1C(=C(C(C=C1)=O)O)C)=O